trans-decadienoic acid C(\C=C\C=CCCCCC)(=O)O